4-(6-methoxy-2-(2-methoxyimidazo[2,1-b][1,3,4]thiadiazol-6-yl)pyrazolo[1,5-a]pyridin-4-yloxy)butyric acid COC=1C=C(C=2N(C1)N=C(C2)C=2N=C1SC(=NN1C2)OC)OCCCC(=O)O